Trimethyl-pentafluorophenyl-germane C[Ge](C1=C(C(=C(C(=C1F)F)F)F)F)(C)C